The molecule is a carbohydrate lactone obtained by intramolecular condensation of the 6-carboxy group with the 3-hydroxy group of alpha-mannofuranuronic acid. It has a role as a metabolite. It is a furofuran, a gamma-lactone and a carbohydrate lactone. [C@@H]1([C@@H]2[C@@H]([C@H](C(=O)O2)O)O[C@@H]1O)O